[K+].C(\C=C\C=C\C)(=O)[O-] Sorbic acid, potassium salt